5-methylene-1,3,2-dioxathiolane-2-oxide C=C1COS(O1)=O